NC1=C(C(=O)NC2CCOCC2)C=C(C=N1)C1=CC=C(C=C1)CN1CCOCC1 2-amino-5-(4-(morpholinomethyl)phenyl)-N-(tetrahydro-2H-pyran-4-yl)nicotinamide